C(C)(=O)O[C@@H]1[C@H]([C@@H](O[C@@H]([C@@H]1OC(C)=O)COC(C)=O)OCCCCCCCCCCCCCCCC(=O)O)NC(C)=O 16-[[(2R,3R,4R,5R,6R)-4,5-bis(acetyloxy)-6-[(acetyloxy)methyl]-3-acetamidooxan-2-yl]oxy]hexadecanoic acid